Cupric Sulfate [Sulphate] S(=O)(=O)([O-])[O-].S(=O)(=O)([O-])[O-].[Cu+2].[Cu+2]